3,5-dimethyl-4-(2-methyl-1-(pyridin-4-ylmethyl)-1H-imidazo[4,5-b]pyridin-6-yl)isoxazole CC1=NOC(=C1C=1C=C2C(=NC1)N=C(N2CC2=CC=NC=C2)C)C